N1(CCCCC1)C1CCN(CC1)C([C@@H](CC=1C=C2C=NNC2=CC1)NC(=O)N1CCC(CC1)N1C(NC2=CC=CC=C2C1)=O)=O (R)-4-(2-Oxo-1,4-dihydro-2H-quinazolin-3-yl)-piperidine-1-carboxylic acid [2-[1,4']bipiperidinyl-1'-yl-1-(1H-indazol-5-ylmethyl)-2-oxo-ethyl]-amide